2-{2-[2-(2-aminoethoxy)ethoxy]ethoxy}ethan-1-ol NCCOCCOCCOCCO